(3S)-1-[2-[2-(trifluoromethyl)imidazo[2,1-b]thiazol-5-yl]pyrimidin-4-yl]piperidine-3-carboxamide FC(C1=CN2C(S1)=NC=C2C2=NC=CC(=N2)N2C[C@H](CCC2)C(=O)N)(F)F